(S)- and (R)-2-((4-fluorophenethyl)amino)-N-(5-(1-methyl-1H-pyrazol-4-yl)pyridin-2-yl)-2-phenylacetamide FC1=CC=C(CCN[C@H](C(=O)NC2=NC=C(C=C2)C=2C=NN(C2)C)C2=CC=CC=C2)C=C1 |r|